NCCC(C(O)(O)CCN)CCCCCC bis(2-aminoethyl)octanediol